1-methoxy-3-methyl-6-(1,1-dioxido-8-(trifluoromethyl)thiochroman-5-yl)-7-oxa-3,4-diazabicyclo[4.1.0]hept-4-en-2-one COC12C(N(N=CC2(O1)C1=C2CCCS(C2=C(C=C1)C(F)(F)F)(=O)=O)C)=O